BrC=1C=CC2=C(NCCO2)C1 6-bromo-3,4-dihydro-2H-1,4-benzoxazine